6-(4,5-dimethyl-1H-imidazol-1-yl)-5-methoxypyridin-3-amine CC=1N=CN(C1C)C1=C(C=C(C=N1)N)OC